N-[2-(4-hydroxy-1-piperidyl)-5-(trifluoromethyl)-3-pyridyl]-5-(1-methyl-4-piperidyl)furan-2-carboxamide OC1CCN(CC1)C1=NC=C(C=C1NC(=O)C=1OC(=CC1)C1CCN(CC1)C)C(F)(F)F